Silicic acid, aluminum-magnesium salt [Mg+2].[Al+3].[Si]([O-])([O-])([O-])[O-]